O=C1NC(CCC1N1C(N(C2=C1C=CC(=C2)CCC(=O)OC(C)(C)C)C)=O)=O Tert-butyl 3-[1-(2,6-dioxo-3-piperidyl)-3-methyl-2-oxo-benzimidazol-5-yl]propanoate